CC(C[C@@H](C(N[C@H](C=O)C[C@H]1C(NCC1)=O)=O)NC(OC1CCC(CC1)CCCC)=O)C (1s,4S)-4-Butylcyclohexyl ((S)-4-methyl-1-oxo-1-(((S)-1-oxo-3-((S)-2-oxopyrrolidin-3-yl)propan-2-yl)amino)pentan-2-yl)carbamate